(S)-3-((2-iodopyrimidin-5-yl)oxy)pyrrolidine-1-carboxylic acid tert-butyl ester C(C)(C)(C)OC(=O)N1C[C@H](CC1)OC=1C=NC(=NC1)I